1-hydrazino-3-methylsulfanyl-2-propanol N(N)CC(CSC)O